N-[2-(4-methylpiperazin-1-yl)-5-[3-(morpholin-4-ylmethyl)phenyl]phenyl]-6-oxo-4-(trifluoromethyl)-1H-pyridine-3-carboxamide CN1CCN(CC1)C1=C(C=C(C=C1)C1=CC(=CC=C1)CN1CCOCC1)NC(=O)C1=CNC(C=C1C(F)(F)F)=O